C(C)(C)(C)OC(=O)N1CC2=C(CC1)N(N=C2C#N)C2=NC(=CC=C2C(C)=O)N2C=NC1=C2C=CC(=C1)NC=1N=NC(=CC1)C 1-[3-acetyl-6-[5-[(6-methylpyridazin-3-yl)amino]benzimidazol-1-yl]-2-pyridinyl]-3-cyano-6,7-dihydro-4H-pyrazolo[4,3-c]pyridine-5-carboxylic acid tert-butyl ester